(S)-β-aminoisobutyric acid NC[C@@H](C(=O)O)C